(R)-N-(1-methylpiperidin-3-yl)-4-(4-(trifluoromethyl)phenyl)-1H-pyrrolo[2,3-d]pyridazin-7-amine CN1C[C@@H](CCC1)NC=1N=NC(=C2C1NC=C2)C2=CC=C(C=C2)C(F)(F)F